NC1=NC(=CC=2N1C(N(N2)CCC2=CC=CC=C2)=O)C2=CC=CC=C2 5-amino-2-phenethyl-7-phenyl-[1,2,4]triazolo[4,3-c]pyrimidin-3(2H)-one